C(#C)C1[C@@H](OCC1)C(F)(F)F (2R)-3-ethynyl-2-(trifluoromethyl)tetrahydrofuran